N-methyl-1-(5-(trifluoromethyl)-pyridin-2-yl)ethan-1-amine CNC(C)C1=NC=C(C=C1)C(F)(F)F